2,5-dipropyl-p-benzoquinone C(CC)C=1C(C=C(C(C1)=O)CCC)=O